4,5-di-amino-2,2'-bipyridine NC1=CC(=NC=C1N)C1=NC=CC=C1